COC=1C=C2C(=CNC2=CC1)C[C@H]1N(CCC1)C (S)-5-methoxy-3-((1-methylpyrrolidin-2-yl)methyl)-1H-indole